[Na+].NC=1C=C(C=C(C1)N)S(=O)(=O)[O-] 3,5-diaminobenzenesulfonic acid sodium salt